FC1=C(C=CC(=C1C=1C=C2C=NC(=NC2=CC1)NC1CCN(CC1)CCOC)F)NS(=O)(=O)C=1C=2CCC(C2C=C(C1)F)O N-(2,4-difluoro-3-(2-((1-(2-methoxyethyl)piperidin-4-yl)amino)quinazolin-6-yl)phenyl)-6-fluoro-1-hydroxy-2,3-dihydro-1H-indene-4-sulfonamide